tert-butyl (R)-5-((4-(7-bromo-6-cyano-1H-indol-3-yl)-5-(trifluoromethyl) pyrimidin-2-yl) amino)-2-azaspiro[3.3]Heptane-2-carboxylate BrC=1C(=CC=C2C(=CNC12)C1=NC(=NC=C1C(F)(F)F)N[C@H]1C2(CN(C2)C(=O)OC(C)(C)C)CC1)C#N